tetracarbonyl-rhodium (II) dichloride C(=O)=[Rh](=C=O)(=C=O)(=C=O)(Cl)Cl